1'-[1,4-phenylenedi(methylene)]bis(3,5-dicarboxylpyridine) C1(=CC=C(C=C1)CC1=NC=C(C=C1C(=O)O)C(=O)O)CC1=NC=C(C=C1C(=O)O)C(=O)O